(1S,1'S)-6'-hydroxy-3,3',4,4'-tetrahydro-1'H,2H-1,2'-spirobi[naphthalen] OC=1C=C2CC[C@@]3(CCCC4=CC=CC=C34)CC2=CC1